N-decyl-N,N-dimethyl-1-decanaminium C(CCCCCCCCC)[N+](CCCCCCCCCC)(C)C